2-((3-Isopropoxy-1-(oxetan-3-yl)-1H-pyrazol-4-yl)amino)-7-((3R,4R)-4-methoxytetrahydrofuran-3-yl)-7H-pyrrolo[2,3-d]pyrimidine-6-carbonitrile C(C)(C)OC1=NN(C=C1NC=1N=CC2=C(N1)N(C(=C2)C#N)[C@@H]2COC[C@@H]2OC)C2COC2